acetylacetone chromium (III) salt [Cr+3].C(C)(=O)CC(C)=O